1-isovaleroyl-3,3,5,5-tetramethylcyclohexan-2,4,6-trione C(CC(C)C)(=O)C1C(C(C(C(C1=O)(C)C)=O)(C)C)=O